[Br-].C(C1=CC=CC=C1)[N+]1=CC(=CC(=C1)C)C=1C=NC(=CC1)OC 1-benzyl-6'-methoxy-5-methyl-[3,3'-bipyridin]-1-ium bromide